4-CHLORO-3-(ETHOXYCARBONYL)PHENYLBORONIC ACID ClC1=C(C=C(C=C1)B(O)O)C(=O)OCC